CC1C(C(CCC1)C)OCC(CO)O 3-(2,6-dimethylcyclohexyloxy)-1,2-propanediol